N1=NN=NC(=C1N)N tetrazine-diamine